N[C@@H](CC(N)=O)C(=O)O |r| racemic-asparagine